CN(C1C2(CN(C2)C(=O)OC(C)(C)C)CC1)C tert-Butyl 5-(dimethylamino)-2-azaspiro[3.3]heptane-2-carboxylate